butyltin dilaurate C(CCCCCCCCCCC)(=O)[O-].C(CCCCCCCCCCC)(=O)[O-].C(CCC)[Sn+2]